(1-(isopropoxycarbonyl)-2,3-dihydro-1H-pyrido[2,3-b][1,4]oxazin-7-yl)boronic acid C(C)(C)OC(=O)N1C2=C(OCC1)N=CC(=C2)B(O)O